6-[(5-fluoro-3-pyridyl)methyl]-2-azaspiro[3.3]heptane FC=1C=C(C=NC1)CC1CC2(CNC2)C1